ClC1=C(C(=O)NCC(=O)N[C@@H](CC(C)C)B2OC(C[C@H](O2)C(=O)OC(C)C)=O)C=C(C=C1)Cl isopropyl (S)-2-((R)-1-(2-(2,5-dichlorobenzamido) acetamido)-3-methylbutyl)-6-oxo-1,3,2-dioxaborinane-4-carboxylate